N-(5-(3-chloro-4-methoxyphenyl)-4-cyclopropylthiazol-2-yl)acetamide trans-tert-butyl-(2S)-2-[[3-(hydroxymethyl)cyclobutanecarbonyl]-methyl-amino]-3-methyl-butanoate C(C)(C)(C)OC([C@H](C(C)C)N(C)C(=O)[C@@H]1C[C@H](C1)CO)=O.ClC=1C=C(C=CC1OC)C1=C(N=C(S1)NC(C)=O)C1CC1